C[C@H]1CC2=C(C(=CC(=C2C(=N1)C)OC)OC)C3=C(C4=C(C=CC=C4OC)C=C3C)O The molecule is an isoquinoline alkaloid that is (3S)-6,8-dimethoxy-1,3-dimethyl-3,4-dihydroisoquinoline substituted by a 1-hydroxy-8-methoxy-3-methylnaphthalen-2-yl group at position 5. It is isolated from the leaves of Ancistrocladus tanzaniensis and exhibits antiplasmodial, antileishmanial and antitrypanocidal activities. It has a role as a metabolite, an antiplasmodial drug, a trypanocidal drug and an antileishmanial agent. It is an isoquinoline alkaloid, a member of naphthols, a methoxynaphthalene, an aromatic ether, a member of methylnaphthalenes, a biaryl and a member of isoquinolines.